4-Ethyl-2-methyl-thiazole-5-carboxylic acid C(C)C=1N=C(SC1C(=O)O)C